4',7-dihydroxyisoflavone OC1=CC=C(C2=COC3=CC(=CC=C3C2=O)O)C=C1